C(C)(C)(C)OC(=O)N1CCN(CC1)CCC([C@@H](C(=O)O)NC(=O)OC1=CC=CC=C1)(C)C (S)-5-(4-(tert-butoxycarbonyl)piperazin-1-yl)-3,3-dimethyl-2-((phenoxycarbonyl)amino)pentanoic acid